N,N-di(2-hydroxyethyl)-p-toluidine OCCN(C1=CC=C(C=C1)C)CCO